COC(C(C(=O)OC)(Cl)Cl)=O 2,2-Dichloromalonic acid dimethyl ester